BrC=1C=CC(=C(C1)N1CCC(CC1)(C)F)C#C 1-(5-bromo-2-ethynylphenyl)-4-fluoro-4-methylpiperidine